ClC=1N=C(C2=C(N1)N(N=N2)CC2=CC=C(C=C2)OC)N2C[C@H](CC2)NC(C)=O N-[(3S)-1-[5-chloro-3-[(4-methoxyphenyl)methyl]triazolo[4,5-d]pyrimidin-7-yl]pyrrolidin-3-yl]acetamide